N1N=NN=C1.[Fe].[Cu] copper-iron tetrazole